C(CCC)C=1C(=NC=CC1)C1=NC=CC=C1 3-n-butyl-bipyridine